4-pyridin-2-yl-N6-tetrahydropyran-4-yl-1,3,5-triazine-2,4,6-triamine N1=C(C=CC=C1)C1(NC(=NC(=N1)NC1CCOCC1)N)N